5-((4'-(3,3-Difluorocyclobutyl)-[1,1'-biphenyl]-4-yl)oxy)-1H-1,2,3-triazole-4-carboxylic acid methyl ester COC(=O)C=1N=NNC1OC1=CC=C(C=C1)C1=CC=C(C=C1)C1CC(C1)(F)F